COC(=O)C1CCN(CC1)CC1=CC=CC=C1 methyl-1-benzylpiperidine-4-carboxylate